C(CCCCCCCCC)C(CCCCCCCCCCCCC)(CCCCCCCCCC)O bis-decyl-tetradecyl alcohol